C(C1=CC=CC=C1)C=1C=NN(C1)C(=O)N[C@@H]1C(N(C2=C(NC1)C=CC(=C2)OC)C)=O (S)-4-benzyl-N-(7-methoxy-5-methyl-4-oxo-2,3,4,5-tetrahydrobenzo[b][1,4]azazepin-3-yl)-1H-pyrazole-1-carboxamide